FC=1C=C(C=C2CCN(CC12)[C@@H]1CCOC2(CN(C2)C(=O)OC(C)(C)C)C1)C(=O)OC tert-butyl (8R)-8-(8-fluoro-6-methoxycarbonyl-3,4-dihydro-1H-isoquinolin-2-yl)-5-oxa-2-azaspiro[3.5]nonane-2-carboxylate